trans-4-((5-fluoro-4-(3-(2-oxopiperidin-1-yl)phenyl)pyrimidin-2-yl)amino)cyclohexyl 4-(4-(4-((2,6-dioxopiperidin-3-yl)amino)-2-fluorophenyl)piperazin-1-yl)piperidine-1-carboxylate O=C1NC(CCC1NC1=CC(=C(C=C1)N1CCN(CC1)C1CCN(CC1)C(=O)O[C@@H]1CC[C@H](CC1)NC1=NC=C(C(=N1)C1=CC(=CC=C1)N1C(CCCC1)=O)F)F)=O